methyl-N-ethyltryptamine CN(CCC1=CNC2=CC=CC=C12)CC